C1(=CC=CC=C1)C=1N=C2N(C=C(C=C2)C(=O)N)C1 2-phenylimidazo[1,2-a]pyridine-6-carboxamide